COC(=O)[C@@H]1CC[C@H](CC1)NC1=NC=C(C(=N1)C1=CC(=CC=C1)N1C(C=CC=C1)=O)F.C(C)C(COP(O)(=O)CC(CCCC)CC)CCCC (2-ethylhexyl)phosphonic acid-(2-ethylhexyl)ester trans-methyl-(1r,4r)-4-((5-fluoro-4-(3-(2-oxopyridin-1(2H)-yl)phenyl)pyrimidin-2-yl)amino)cyclohexane-1-carboxylate